4-[6-acetyl-2-(5-dimethylamino-pyridin-2-ylamino)-5-methyl-7-oxo-7H-pyrido[2,3-d]Pyrimidin-8-yl]-cyclohexanecarboxylic acid C(C)(=O)C1=C(C2=C(N=C(N=C2)NC2=NC=C(C=C2)N(C)C)N(C1=O)C1CCC(CC1)C(=O)O)C